ClC=1C(NN=CC1NCCOCCC(N1CCN(CC1)C1=NC=C(C=C1)C(F)(F)F)=O)=O 4-Chloro-5-[[2-(3-oxo-3-[4-[5-(trifluoromethyl)pyridin-2-yl]piperazin-1-yl]propoxy)ethyl]amino]-2,3-dihydropyridazin-3-one